FC1=C2C(=CC3=C1N=C(O3)CNC)CC(C2)CN2CCC3(CN(C(O3)=O)C3=NC1=C(OCC(N1)=O)N=C3)CC2 6-[8-[[4-fluoro-2-(methylaminomethyl)-6,7-dihydro-5H-cyclopenta[f][1,3]benzoxazol-6-yl]methyl]-2-oxo-1-oxa-3,8-diazaspiro[4.5]decan-3-yl]-4H-pyrazino[2,3-b][1,4]oxazin-3-one